COC=1C(=C(C(=CC1)OC)C#N)C#N 3,6-dimethoxy-1,2-dicyanobenzene